cis-2-Hexenylacetat C(=C/CCCC)/CC(=O)[O-]